2-(4-fluoro-5-methoxy-1-((2-(trimethylsilyl)ethoxy)methyl)-1H-indazol-3-yl)-N,N-dimethylethan-1-amine FC1=C2C(=NN(C2=CC=C1OC)COCC[Si](C)(C)C)CCN(C)C